2-(2,4-difluorophenoxy)-1-(3-fluoro-4-(5-(trifluoromethyl)-1,2,4-oxadiazol-3-yl)phenyl)ethan-1-one FC1=C(OCC(=O)C2=CC(=C(C=C2)C2=NOC(=N2)C(F)(F)F)F)C=CC(=C1)F